CN1CC2=CC=C(C=C2C1=O)C1=C(C=C2C(=N1)C(CC2)=O)C2=CN=C(O2)CC2(CCCC2)C 2-(2-Methyl-3-oxoisoindolin-5-yl)-3-(2-((1-methylcyclopentyl)methyl)oxazol-5-yl)-5,6-dihydro-7H-cyclopenta[b]pyridin-7-on